CC([C@@H](CO)NC[C@@H]1CNCC1)C (S)-3-methyl-2-(((S)-pyrrolidin-3-ylmethyl)amino)butan-1-ol